7,8-Diamino-2,3,4,5-tetrahydro-1H-1,5-methano-3-benzazepine NC1=CC2=C(C3CNCC2C3)C=C1N